C(C(O)CO)(=O)[O-].[Na+].[Si](C1=CC=CC=C1)(C1=CC=CC=C1)(C(C)(C)C)OC[C@H]1CCC(N1)=O (R)-5-(((tert-butyldiphenylsilyl)oxy)methyl)pyrrolidin-2-one sodium monoglycerate